Methyl (5-amino-2-hydroxybenzoyl)-D-asparaginyl-L-alaninate NC=1C=CC(=C(C(=O)N[C@H](CC(N)=O)C(=O)N[C@@H](C)C(=O)OC)C1)O